ClC1=C(C=CC(=C1NC=1C(=C2C(N(C=NC2=CC1)C)=O)C)F)NS(=O)(=O)C(C)CC N-(2-chloro-3-((3,5-dimethyl-4-oxo-3,4-dihydroquinazolin-6-yl)amino)-4-fluorophenyl)butane-2-sulfonamide